4-(5-(3,5-dichlorophenyl)-5-(trifluoromethyl)-4,5-dihydroisoxazol-3-yl)-2-methyl-N'-(4-(trifluoromethyl)benzoyl)benzoylhydrazine ClC=1C=C(C=C(C1)Cl)C1(CC(=NO1)C1=CC(=C(C(=O)NNC(C2=CC=C(C=C2)C(F)(F)F)=O)C=C1)C)C(F)(F)F